di-tert-Butyl (25-(1-azido-3,6,9,12,15,18-hexaoxahenicosan-21-oyl)-4,46-dioxo-7,10,13,16,19,22,28,31,34,37,40,43-dodecaoxa-3,25,47-triazanonatetracontane-1,49-diyl)dicarbamate N(=[N+]=[N-])CCOCCOCCOCCOCCOCCOCCC(=O)N(CCOCCOCCOCCOCCOCCOCCC(NCCNC(OC(C)(C)C)=O)=O)CCOCCOCCOCCOCCOCCOCCC(NCCNC(OC(C)(C)C)=O)=O